(E)-1-(4-methoxyphenyl)-3-(4-(3-oxo-3-(6-oxo-3,6-dihydropyridin-1(2H)-yl)prop-1-en-1-yl)phenyl)urea COC1=CC=C(C=C1)NC(=O)NC1=CC=C(C=C1)\C=C\C(N1CCC=CC1=O)=O